BrC1=CC(=C2N(C1=O)C1(NC2=O)CCCCC1)Cl 6'-bromo-8'-chloro-2'H-spiro[cyclohexane-1,3'-imidazo[1,5-a]pyridine]-1',5'-dione